N1N=C(C=C1)C1=C(C=CC=C1)NC(C1=CC=C(C=C1)N1C(OC[C@@H]1C(C)C)=O)=O (S)-N-(2-(1H-pyrazol-3-yl)phenyl)-4-(4-isopropyl-2-oxooxazolidin-3-yl)benzamide